1-Benzyl-5-hydroxy-1H-pyrazole-3-carboxylic acid ethyl ester C(C)OC(=O)C1=NN(C(=C1)O)CC1=CC=CC=C1